NCCNCCS(=O)(=O)[O-] N-(2-aminoethyl)-2-aminoethanesulphonate